[C@@H]12OC[C@@H](N(C1)C1CCN(CC1)C1=C(C=C(C(=C1)OC)NC1=NC=NC(=C1)N1OCC[C@@H]1C1=C(C(=CC=C1)Cl)F)NC(C=C)=O)C2 N-(2-(4-((1S,4S)-2-oxa-5-azabicyclo[2.2.1]heptane-5-yl)piperidine-1-yl)-5-((6-((R)-3-(3-chloro-2-fluorophenyl)isoxazolidine-2-yl)pyrimidine-4-yl)amino)-4-methoxyphenyl)acrylamide